C(C)(C)(C)C1=CC=C(C=C1)C(=O)NCC(=O)NCCOC1=CC(=CC=C1)OCC(=O)N1CCN(CC1)C(C1=C(C(=CC=C1)OC)OC)=O 2-[(4-tert-butylphenyl)formamido]-N-[2-(3-{2-[4-(2,3-dimethoxybenzoyl)piperazin-1-yl]-2-oxoethoxy}phenoxy)ethyl]acetamide